ClC=1C(=NC=CC1)C(=O)NCCSCC 3-chloro-N-(2-(ethylthio)ethyl)pyridineamide